S1C(=NC=C1)C1=CC=C(C=2N=C(OC21)N2CC1N(C(C2)C1)C(=O)OC(C)(C)C)C(C(F)(F)F)OC(C)(C(C)(C)O)C tert-Butyl 3-(7-(thiazol-2-yl)-4-(2,2,2-trifluoro-1-((3-hydroxy-2,3-dimethylbutan-2-yl)oxy)ethyl)benzo[d]oxazol-2-yl)-3,6-diazabicyclo[3.1.1]heptane-6-carboxylate